[chloro(phenyl)methyl] propyl carbonate C(OC(C1=CC=CC=C1)Cl)(OCCC)=O